2-[2-[4-bromo-3-(trifluoromethyl)phenoxy]-7-azaspiro[3.5]nonan-7-yl]acetic acid BrC1=C(C=C(OC2CC3(C2)CCN(CC3)CC(=O)O)C=C1)C(F)(F)F